20-tetradecyloxy-3,6,9,12,15,18,22-heptaoxahexatricontane-1-thiol C(CCCCCCCCCCCCC)OC(COCCOCCOCCOCCOCCOCCS)COCCCCCCCCCCCCCC